(3aR,5R,6aS)-5-Amino-N-(1-{4-[(4-aminopiperidin-1-yl)methyl]phenyl}-2-oxo-1,2-dihydropyrimidin-4-yl)-octahydrocyclopenta[c]pyrrole-2-carboxamide hydrochloride salt Cl.NC1C[C@@H]2[C@@H](CN(C2)C(=O)NC2=NC(N(C=C2)C2=CC=C(C=C2)CN2CCC(CC2)N)=O)C1